4-(2-(2-(2,3-dihydro-4H-benzo[b][1,4]oxazin-4-yl)ethoxy)ethoxy)aniline O1C2=C(N(CC1)CCOCCOC1=CC=C(N)C=C1)C=CC=C2